7-(thiophen-3-yl)benzo[d][1,3]dioxole-5-carboxamide S1C=C(C=C1)C1=CC(=CC2=C1OCO2)C(=O)N